1-bromo-2-(difluoromethoxy)-4-nitro-benzene BrC1=C(C=C(C=C1)[N+](=O)[O-])OC(F)F